1-(5-chloro-3-methylpyridin-2-yl)-4-(4-chlorobenzyl)-3-(3-methyloxetan-3-yl)-piperazine-2,5-dione ClC=1C=C(C(=NC1)N1C(C(N(C(C1)=O)CC1=CC=C(C=C1)Cl)C1(COC1)C)=O)C